N-(5-(4-(4-(azetidin-1-ylmethyl)-3-methyl-1H-pyrazol-1-yl)-5-methylpyrimidin-2-ylamino)-4-methoxy-2-morpholinophenyl)acrylamide N1(CCC1)CC=1C(=NN(C1)C1=NC(=NC=C1C)NC=1C(=CC(=C(C1)NC(C=C)=O)N1CCOCC1)OC)C